CC(C(=O)OC)(CC#C)C methyl 2,2-dimethylpent-4-ynoate